FC1(CN(C1)C1CCN(CC1)C([C@H](CO)NC(=O)NC=1N=C(SC1)C#C)=O)F (S)-1-(1-(4-(3,3-difluoroazetidin-1-yl)piperidin-1-yl)-3-hydroxy-1-oxopropan-2-yl)-3-(2-ethynyl-thiazol-4-yl)urea